(S)-2-bromo-7-methyl-4,5,7,8-tetrahydro-3-oxa-1-thia-5a,8-diazabenzo[cd]azulen-9(6H)-one BrC=1SC=2C(N[C@H](CN3C2C1OCC3)C)=O